NC=1N=CC(=NC1N1N=CC=N1)C=1C=C(C=CC1C)C(CO)(C(F)(F)F)O 2-(3-(5-amino-6-(2H-1,2,3-triazol-2-yl)pyrazin-2-yl)-4-methylphenyl)-3,3,3-trifluoropropane-1,2-diol